C1(CCC(CC1)C(C)(C)N)(C)N 1,8-p-Menthanediamine